FC(C[C@H](C(=O)NC1=NC=CC(=C1)C1=C(C=2C(N([C@@H](CC2N1)C)C)=O)NC1=C(C=CC=C1)F)C1=CC=C(C=C1)F)F (2S)-4,4-Difluoro-N-{4-[(6R)-3-(2-fluoroanilino)-5,6-dimethyl-4-oxo-4,5,6,7-tetrahydro-1H-pyrrolo[3,2-c]pyridin-2-yl]pyridin-2-yl}-2-(4-fluorophenyl)butanamid